(S)-Ethyl 1-(1-(6-chloro-5-(cyclopropylmethoxy)-2-iodopyridin-3-yl)-3,3-dimethylbutan-2-yl)-4-oxo-1,4-dihydropyridine-3-carboxylate ClC1=C(C=C(C(=N1)I)C[C@@H](C(C)(C)C)N1C=C(C(C=C1)=O)C(=O)OCC)OCC1CC1